5-(pyridin-2-yl)-2,3,4,5-tetrahydro-1H-pyrido[4,3-b]indole hydrochloride Cl.N1=C(C=CC=C1)N1C2=C(C=3C=CC=CC13)CNCC2